(1R,2R)-methyl 2-((3-((1-(4-chloro-2-methoxyphenyl)-2-oxo-2-(6-(trifluoromethoxy) indol-1-yl) ethyl) amino)-5-methoxyphenoxy) methyl)-cyclopropanecarboxylate ClC1=CC(=C(C=C1)C(C(N1C=CC2=CC=C(C=C12)OC(F)(F)F)=O)NC=1C=C(OC[C@H]2[C@@H](C2)C(=O)OC)C=C(C1)OC)OC